5-(4-((7-ethyl-6-oxo-5,6-dihydro-1,5-naphthyridin-3-yl)methyl)piperazine-1-yl)pyridine-2-carboxamide C(C)C=1C(NC=2C=C(C=NC2C1)CN1CCN(CC1)C=1C=CC(=NC1)C(=O)N)=O